C[C@@H]1CN(C[C@H]2N1C[C@@H](C2)N2CCN(CC2)C=2N=CC=1CCNCC1C2)C2=C1C=CC=NC1=C(C=C2)C#N 5-[(4R,7R,8aS)-4-methyl-7-[4-(5,6,7,8-tetrahydro-2,6-naphthyridin-3-yl)piperazin-1-yl]-3,4,6,7,8,8a-hexahydro-1H-pyrrolo[1,2-a]pyrazin-2-yl]quinoline-8-carbonitrile